C(C)(C)(C)OC(=O)N1CCC(CC1)N1N=CC(=C1)C1=NC2=CC=C(C=C2C(=N1)N1[C@H](COCC1)C1=CC=CC=C1)C=1C(=NOC1C)C.C1(CCCCC1)OC1=C(C=CC(=C1)[N+](=O)[O-])NS(=O)(=O)C N-[2-(cyclohexyloxy)-4-nitrophenyl]methanesulfonamide tert-butyl-(S)-4-(4-(6-(3,5-dimethylisoxazol-4-yl)-4-(3-phenylmorpholino)quinazolin-2-yl)-1H-pyrazol-1-yl)piperidine-1-carboxylate